tert-butyl N-[(tert-butoxy)carbonyl]-N-[5-(difluoromethoxy)-3,6-difluoropyridin-2-yl]carbamate C(C)(C)(C)OC(=O)N(C(OC(C)(C)C)=O)C1=NC(=C(C=C1F)OC(F)F)F